pyridine-2,4-dicarboxylic acid dichloride N1=C(C=C(C=C1)C(=O)Cl)C(=O)Cl